dimethyl keton CC(=O)C